1-{5-chloro-2-[4-fluoro-3-(4-methyl-piperazin-1-yl)-phenylamino]-pyrimidin-4-yl}-1H-indole-3-carboxamide ClC=1C(=NC(=NC1)NC1=CC(=C(C=C1)F)N1CCN(CC1)C)N1C=C(C2=CC=CC=C12)C(=O)N